N(=NC(C#N)(C)C)C(C#N)(C)C 2,2'-Azobis-(isobutyronitrile)